5-((3,6-diazabicyclo[3.1.1]heptan-6-yl)methyl)-2-(2,6-dioxopiperidin-3-yl)isoindoline-1,3-dione C12CNCC(N1CC=1C=C3C(N(C(C3=CC1)=O)C1C(NC(CC1)=O)=O)=O)C2